N1(CCC2=CC=CC=C12)CC1=NC2=CC=C(C=C2C(N1)=O)C(F)(F)F 2-(indolin-1-ylmethyl)-6-(trifluoromethyl)-3H-quinazolin-4-one